(E)-N-{3-[6-(1H-imidazol-1-yl)pyridin-3-yl]-1-(8-hydroxy-5-nitroquinolin-7-yl)allyl}pentanamide N1(C=NC=C1)C1=CC=C(C=N1)/C=C/C(C1=CC(=C2C=CC=NC2=C1O)[N+](=O)[O-])NC(CCCC)=O